(2-aminopyridin-3-yl)(4-chlorophenyl)methanone (R)-1-(2,5-difluoropyridin-3-yl)ethyl-(4-(5-(1-cyanocyclopropane-1-carboxamido)pyrimidin-2-yl)-1-methyl-1H-pyrazol-5-yl)carbamate FC1=NC=C(C=C1[C@@H](C)N(C(O)=O)C1=C(C=NN1C)C1=NC=C(C=N1)NC(=O)C1(CC1)C#N)F.NC1=NC=CC=C1C(=O)C1=CC=C(C=C1)Cl